11-((2-(2-Cycloheptylacetoxy)octyl)thio)-6-((4-hydroxybutyl)(methyl)amino)-undecyl 2-hexyldecanoate C(CCCCC)C(C(=O)OCCCCCC(CCCCCSCC(CCCCCC)OC(CC1CCCCCC1)=O)N(C)CCCCO)CCCCCCCC